C(CC)(=O)O[C@H]1CC[C@@H]2[C@@]1(CC[C@@H]1[C@]3(CCC=4N=C(SC4C3=CC[C@@H]21)NC2=C(C=C(C=C2)C)C)C)C (5aR,5bS,7aS,8S,10aS,10bR)-2-((2,4-dimethylphenyl)amino)-5a,7a-dimethyl-5,5a,5b,6,7,7a,8,9,10,10a,10b,11-dodecahydro-4H-cyclopenta[7,8]phenanthro[2,1-d]thiazol-8-yl propionate